C1(CC1)N1N=CC(=C1)[C@@H]1OCC[C@@H](C1)C=1N=C(C2=C(N1)N=C(S2)N(C)C)C2=C(C=C(C=C2)C(F)(F)F)F 5-[(2R,4S)-2-(1-cyclopropylpyrazol-4-yl)tetrahydropyran-4-yl]-7-[2-fluoro-4-(trifluoromethyl)phenyl]-N,N-dimethyl-thiazolo[4,5-d]pyrimidin-2-amine